4-(5-(2-chloro-5-ethoxy-4-methoxyphenyl)pyridin-3-yl)-1,2-oxaborol-2-ol ClC1=C(C=C(C(=C1)OC)OCC)C=1C=C(C=NC1)C=1CB(OC1)O